methyl 1-((1s,4s)-4-(methoxy-d3)cyclohexyl)-2-oxo-1,2-dihydropyridine-3-carboxylate C(OC1CCC(CC1)N1C(C(=CC=C1)C(=O)OC)=O)([2H])([2H])[2H]